2-((R)-1-(4-(6-((4-cyano-2-fluorobenzyl)oxy)pyridin-2-yl)Piperazin-1-yl)ethyl)-1-(((S)-oxetan-2-yl)methyl)-1H-benzo[d]imidazole-6-carboxylic acid C(#N)C1=CC(=C(COC2=CC=CC(=N2)N2CCN(CC2)[C@H](C)C2=NC3=C(N2C[C@H]2OCC2)C=C(C=C3)C(=O)O)C=C1)F